tert-butyl 4-[4-(cyclopropylmethoxy)-3-(6-methyl-7-oxo-6,7-dihydro-1H-pyrrolo[2,3-c]pyridin-4-yl)phenyl]-3,6-dihydropyridine-1(2H)-carboxylate C1(CC1)COC1=C(C=C(C=C1)C=1CCN(CC1)C(=O)OC(C)(C)C)C=1C2=C(C(N(C1)C)=O)NC=C2